CCOC(=O)CCO ethyl 3-hydroxy propanoate